(R)-2-amino-2-(2',6'-difluoro-[1,1'-biphenyl]-4-yl)ethan-1-ol N[C@@H](CO)C1=CC=C(C=C1)C1=C(C=CC=C1F)F